C(CCCCCCCCCCCCCCCCC)C1=C(C(=O)C2=CC=CC=C2)C=CC=C1 Octadecyl-benzophenone